C(CC)OC1=C2C(=NC=C1)NC=C2 4-propoxy-1H-pyrrolo[2,3-b]pyridine